BrC=1C=CC(=NC1C)C(=O)C(C(=O)OC)\C(\C)=N/C Methyl (Z)-2-(5-bromo-6-methylpicolinoyl)-3-(methylimino)butanoate